3-aminopropyl-(hexyl)hypophosphorous acid NCCCP(=O)(O)CCCCCC